(S)-N-((6-Chloro-1-(cis-3-(ethylsulfonyl)cyclobutoxy)-2,7-naphthyridin-4-yl)(cyclopropyl)methyl)-2-methylpropane-2-sulfinamide ClC=1C=C2C(=CN=C(C2=CN1)O[C@@H]1C[C@@H](C1)S(=O)(=O)CC)C(N[S@@](=O)C(C)(C)C)C1CC1